N1(CCOCC1)C=1C2=C(N=CN1)NC(=C2)C=2C=C1C=C(NC1=CC2)C2=NC=CC(=C2)CN2C[C@@H](CCC2)N (R)-1-((2-(5-(4-morpholinyl-7H-pyrrolo[2,3-d]pyrimidin-6-yl)-1H-indol-2-yl)pyridin-4-yl)methyl)piperidin-3-amine